C(C1=CC=CC=C1)OC1=NC(=CC=C1C1=NN(C2=CC(=CC=C12)C1[C@@H](CN(CC1)C(=O)OC(C)(C)C)O)C)OCC1=CC=CC=C1 tert-butyl (3S)-4-[3-(2,6-dibenzyloxy-3-pyridyl)-1-methyl-indazol-6-yl]-3-hydroxy-piperidine-1-carboxylate